FC1=CC=C(C=C1)NC(=O)C1(CC1)C(=O)NC1=CC=C(C=C1)OC1=NC=NC2=CC(=C(C=C12)C(NC[C@@H]1NCCC1)=O)OC 1-N'-(4-fluorophenyl)-1-N-[4-[7-methoxy-6-[[(2R)-pyrrolidin-2-yl]methyl-carbamoyl]quinazolin-4-yl]oxyphenyl]cyclopropane-1,1-dicarboxamide